methyleneoxide carbon [C].C=O